C1=CNCCC12CCCCC2 3-azaspiro[5.5]undecene